C(=O)(O)C(C)SC(=S)SCCC(=O)O 3-((((1-Carboxyethyl)thio)carbonothioyl)thio)-propionic acid